3-(6-(11-Hydroxyundecyl)-1-oxophthalazin-2(1H)-yl)piperidine-2,6-dione OCCCCCCCCCCCC=1C=C2C=NN(C(C2=CC1)=O)C1C(NC(CC1)=O)=O